((2R)-4-((benzylamino)methyl)tetrahydrofuran-2-yl)((S)-1-(4-fluorophenyl)-3,4-dihydroisoquinolin-2(1H)-yl)methanone C(C1=CC=CC=C1)NCC1C[C@@H](OC1)C(=O)N1[C@H](C2=CC=CC=C2CC1)C1=CC=C(C=C1)F